1-(3-bromo-5-fluorophenyl)-3-[3,5-dichloro-2-(2-hydroxyethyl)phenyl]urea BrC=1C=C(C=C(C1)F)NC(=O)NC1=C(C(=CC(=C1)Cl)Cl)CCO